ClC=1C=C2C3(CN(C2=CC1)C1CCN(CC1)C(=O)OC(C)(C)C)CC3 tert-Butyl 4-(5'-chlorospiro[cyclopropane-1,3'-indoline]-1'-yl)piperidine-1-carboxylate